CC=1N(C2=C(C=CC=C2C1)C)C1=NC=CC=C1 2,7-dimethyl-1-(pyridin-2-yl)indole